ClC=1N=CC2=C(N1)C=CN2COCC[Si](C)(C)C 2-[(2-chloropyrrolo[3,2-d]pyrimidin-5-yl)methoxy]ethyl-trimethyl-silane